Trioctylmellitat C(CCCCCCC)OC(C1=C(C(=O)[O-])C(C(=O)[O-])=C(C(=O)[O-])C(C(=O)OCCCCCCCC)=C1C(=O)OCCCCCCCC)=O